N-(2-(4-((1S,4S)-2-oxa-5-azabicyclo[2.2.1]hept-ane-5-yl)piperidine-1-yl)-5-((6-((R)-3-(3-chloro-2-methylphenyl)isoxazolidine-2-yl)pyrimidine-4-yl)amino)-4-methoxyphenyl)acrylamide [C@@H]12OC[C@@H](N(C1)C1CCN(CC1)C1=C(C=C(C(=C1)OC)NC1=NC=NC(=C1)N1OCC[C@@H]1C1=C(C(=CC=C1)Cl)C)NC(C=C)=O)C2